(4-(1H-pyrrol-1-yl)phenyl)methanol N1(C=CC=C1)C1=CC=C(C=C1)CO